C(#N)C1=CC(=NC(=C1C1=C(C=C(C=C1)C(C(C)(C)O)(F)F)F)C1=CC(=C(C=C1)C#N)F)N1CCC(CC1)NC(OC(C)(C)C)=O Tert-Butyl (1-(4-cyano-6-(4-cyano-3-fluorophenyl)-5-(4-(1,1-difluoro-2-hydroxyl-2-methylpropyl)-2-fluorophenyl)pyrid-2-yl)piperid-4-yl)carbamate